FC1=CC=C(C=C1)C1CC(C(C1)N1CC(CCC1)N)N1N=CN=N1 1-[4-(4-fluorophenyl)-2-(tetrazol-2-yl)cyclopentyl]piperidin-3-amine